ClC=1C=CC=C2C=CC=C(C12)[C@H]1OC=C(C(C1)=O)C(=O)OCC ethyl (S)-2-(8-chloronaphthalen-1-yl)-4-oxo-3,4-dihydro-2H-pyran-5-carboxylate